CC1(OCCC(C1)N1C(=NC2=C(C=C(C=C2C1=O)C)C(C)NC1=C(C(=O)O)C=CC=C1)N1CC2=CC=CC=C2C1)C 2-((1-(3-(2,2-Dimethyltetrahydro-2H-pyran-4-yl)-2-(isoindolin-2-yl)-6-methyl-4-oxo-3,4-dihydroquinazolin-8-yl)ethyl)amino)benzoic acid